2,4-diphenyl-4,5-dihydro-3H-benzazepine C1(=CC=CC=C1)C1=NC2=C(CC(C1)C1=CC=CC=C1)C=CC=C2